6-(1,1-Difluoroethyl)-5-(4-fluorophenyl)-7-oxo-1H-pyrazolo[4,3-g]isoquinolin-7-ium FC(C)(F)C=1[N+](C=C2C=C3C(C=C2C1C1=CC=C(C=C1)F)=CNN3)=O